N-(p-toluenesulfonyl)-1,2-diphenylethylamine CC1=CC=C(C=C1)S(=O)(=O)NC(CC1=CC=CC=C1)C1=CC=CC=C1